C1=NC=C(C2=CC=CC=C12)N1C(N(C[C@@H]1C#N)C=1C=NN(C1)C)=O (R)-3-(isoquinolin-4-yl)-1-(1-methyl-1H-pyrazol-4-yl)-2-oxoimidazoline-4-carbonitrile